2-amino-6-(benzylthio)-4-(4-(oxetan-3-yloxy)phenyl)pyridine-3,5-dicarbonitrile NC1=NC(=C(C(=C1C#N)C1=CC=C(C=C1)OC1COC1)C#N)SCC1=CC=CC=C1